2-(2-((2-(1-(3-methoxyphenyl)-6,7-dihydro-1H-[1,4]dioxino[2',3':4,5]benzo[1,2-d]imidazol-2-yl)ethyl)amino)ethyl)-N-((3-methoxypyridin-2-yl)methyl)oxazole-4-carboxamide COC=1C=C(C=CC1)N1C(=NC2=C1C=C1C(=C2)OCCO1)CCNCCC=1OC=C(N1)C(=O)NCC1=NC=CC=C1OC